FC(C=1C=C(O[C@@H]2C(CN(C2)C(=O)OC(C)(C)C)(F)F)C=CC1F)F (S)-tert-butyl 4-(3-(difluoromethyl)-4-fluorophenoxy)-3,3-difluoropyrrolidine-1-carboxylate